PROP-1-EN-2-YLBORONIC ACID C=C(C)B(O)O